OC1C(OCC1O)C(=O)N[C@H]1CN(CCC1)C 3,4-dihydroxy-N-[(3R)-1-methylpiperidin-3-yl]Oxacyclopentane-2-carboxamide